ClC=1C=C2C(=CN1)NC(=C2)C(=O)O 5-chloro-1H-pyrrolo[2,3-c]pyridine-2-carboxylic acid